C1(=CC=CC=C1)P(=O)(C1=CC=CC=C1)C1OC2=CC(=CC=C2C(C1)=O)C 2-(diphenylphosphoryl)-7-methylchroman-4-one